N-(3-chloro-4-fluorophenyl)-4-(5-hydroxy-5-((3-methyloxetan-3-yl)ethynyl)-octahydropentalen-2-yl)-1-methyl-1H-imidazole-5-carboxamide ClC=1C=C(C=CC1F)NC(=O)C1=C(N=CN1C)C1CC2CC(CC2C1)(C#CC1(COC1)C)O